(S)-3-(N-(2-(3-hydroxypiperidin-1-yl)-5-(trifluoromethyl)phenyl)sulfamoyl)-4-methoxybenzoic acid O[C@@H]1CN(CCC1)C1=C(C=C(C=C1)C(F)(F)F)NS(=O)(=O)C=1C=C(C(=O)O)C=CC1OC